(1-(3-methoxy-4-nitrophenyl)-1H-1,2,3-triazol-4-yl)methanol COC=1C=C(C=CC1[N+](=O)[O-])N1N=NC(=C1)CO